FC=1C=C(C=CC1)CC1=CN=C(S1)C(=O)O 5-[(3-fluorophenyl)methyl]thiazole-2-carboxylic acid